C(C1=CC=CC=C1)OC1=CC=C(C=C1)C1(CCOCC1)NCC(CN)(F)F N1-(4-(4-(benzyloxy)phenyl)tetrahydro-2H-pyran-4-yl)-2,2-difluoropropane-1,3-diamine